[S-2].[S-2].[Cr+4] chromium disulphide